COC(OC)[SiH2]C=CCCCCCC[SiH2]C(OC)OC 1,8-bis(dimethoxymethylsilyl)octaneN